diethylallyldimethylammonium bis(trifluoromethane)sulfonimide [N-](S(=O)(=O)C(F)(F)F)S(=O)(=O)C(F)(F)F.C(C)C(=CC[NH+](C)C)CC